OCCOC1=C(C=CC=2C3(C4=CC=CC=C4SC12)OCCCCO3)OCCO 2-[4'-(2-hydroxyethoxy)spiro[1,3-dioxepane-2,9'-thioxanthene]-3'-yl]oxyethanol